ethyl 4,5-diamino-2-phenylthieno[2,3-d]pyrimidine-6-carboxylate NC=1C2=C(N=C(N1)C1=CC=CC=C1)SC(=C2N)C(=O)OCC